BrCC([C@@](CCCC(CS(=O)(=O)CCO[Si](C1=CC=CC=C1)(C1=CC=CC=C1)C(C)(C)C)(C)C)(C)C=1C=C(C=CC1)C[C@@H](C(=O)OC)C)=O methyl (S)-3-(3-((R)-1-bromo-8-((2-((tert-butyldiphenylsilyl)oxy)ethyl)sulfonyl)-3,7,7-trimethyl-2-oxooctan-3-yl)phenyl)-2-methylpropanoate